5-(acetylamino)-2,4,6-triiodobenzene C(C)(=O)NC=1C(=CC(=CC1I)I)I